NC1=C(C(=NN1C1CC(C1)F)C1=C2C(=C(N=C1)CNC(C1=C(C=CC(=C1)F)OC)=O)NC=C2)C(=O)N 5-amino-3-(7-((5-fluoro-2-methoxybenzamido)methyl)-1H-pyrrolo[2,3-c]pyridin-4-yl)-1-(3-fluorocyclobutyl)-1H-pyrazole-4-carboxamide